OC1=CC=C(C=C1)C(CCCCC)C1=CC=C(C=C1)O 1,1-Bis(4-hydroxyphenyl)hexane